ethyl 6-(4-chlorophenyl)-5-methyl-3-oxo-2,3,4,5-tetrahydropyridazine-4-carboxylate ClC1=CC=C(C=C1)C=1C(C(C(NN1)=O)C(=O)OCC)C